(2-thienylmethyl)benzamide hydrochloride Cl.S1C(=CC=C1)CC1=C(C(=O)N)C=CC=C1